2-hydroxy-n-propyl acrylate 3-hydroxy-n-propyl-acrylate OCCCOC(C=C)=O.C(C=C)(=O)OCC(C)O